OCC1CCC(CC1)N1N=C2C=C(C(=CC2=C1)NC(=O)C1=NC=CC=C1)OC N-[2-[4-(hydroxymethyl)cyclohexyl]-6-methoxy-indazol-5-yl]pyridine-2-carboxamide